tris[3-(trimethoxysilyl)propyl]amine CO[Si](CCCN(CCC[Si](OC)(OC)OC)CCC[Si](OC)(OC)OC)(OC)OC